6-[4-[acetyl(ethyl)amino]-3-methyl-phenyl]-N-[(2-methyl-3-pyridyl)methyl]pyridine-3-carboxamide C(C)(=O)N(C1=C(C=C(C=C1)C1=CC=C(C=N1)C(=O)NCC=1C(=NC=CC1)C)C)CC